C(C)(C)(C)OC(=O)N1CC(C1)(C)[C@](C1=CC=C(C=C1)C(F)(F)F)(C=1C=NC=C(C1)N1CCCC1)O 3-[(R)-Hydroxy-(5-pyrrolidin-1-yl-pyridin-3-yl)-(4-trifluoromethyl-phenyl)-methyl]-3-methyl-azetidine-1-carboxylic acid tert-butyl ester